CN1C(=NN=C1)C[C@@H](C)C1=CC(=NC=C1)C(=O)NC1=NC(=CC=C1)C(F)(F)F 4-[(2R)-1-(4-methyl-4H-1,2,4-triazol-3-yl)propan-2-yl]-N-[6-(trifluoromethyl)pyridin-2-yl]Pyridine-2-carboxamide